CN1C=NC(=C1)C=1C=C(C(=O)NCCOCC=O)C=CC1NC1=NC=C(C=C1)C(F)(F)F 3-(1-methylimidazol-4-yl)-N-[2-(2-oxoethoxy)ethyl]-4-[[5-(trifluoromethyl)-2-pyridyl]amino]benzamide